3-vinyl-3-methyl-2,4-pentanedione C(=C)C(C(C)=O)(C(C)=O)C